NC=1C=C(C=C(C1)C(F)(F)F)[C@@H](C)NC=1C2=C(N=C(N1)N1CCC1)C=NC(=C2)N2CCC(CC2)F (R)-N-(1-(3-amino-5-(trifluoromethyl)phenyl)ethyl)-2-(azetidin-1-yl)-6-(4-fluoropiperidin-1-yl)pyrido[3,4-d]pyrimidin-4-amine